(S)-N-(4-((5S,7R)-6-(3-((tert-butyldiphenylsilyl)oxy)-2,2-difluoropropyl)-7-methyl-5,6,7,8-tetrahydro-[1,3]dioxolo[4,5-g]isoquinolin-5-yl)-3,5-difluorophenyl)pyrrolidin-3-amine-5-d [Si](C1=CC=CC=C1)(C1=CC=CC=C1)(C(C)(C)C)OCC(CN1[C@@H](C=2C=C3C(=CC2C[C@H]1C)OCO3)C3=C(C=C(C=C3F)N[C@@H]3CNC(C3)[2H])F)(F)F